(4-benzyloxycyclohexen-1-yl) trifluoromethanesulfonate FC(S(=O)(=O)OC1=CCC(CC1)OCC1=CC=CC=C1)(F)F